Cl.N1=CN=C(C2=C1NC=C2)NC2=CC(=C1C(NC3(N(N1C2=O)C)CCCCC3)=O)Cl 7'-((7H-pyrrolo[2,3-d]pyrimidin-4-yl)amino)-5'-chloro-1'-methyl-spiro[cyclohexane-1,2'-pyrido[2,1-f][1,2,4]triazine]-4',8'(1'H,3'H)-dione hydrochloride